N[C@@H]1C[C@H](CC1)NC(OCCCC)=O butyl ((1S,3S)-3-aminocyclopentyl)carbamate